1-(6,7-Dichloro-10-(1H-pyrazol-4-yl)-3,4-dihydropyrazino[1,2-a]indol-2(1H)-yl)-2-(2-methoxyethoxy)ethan-1-one ClC1=C(C=CC=2C(=C3N(C12)CCN(C3)C(COCCOC)=O)C=3C=NNC3)Cl